2-methoxy-6,7-dichloro-1,4-naphthoquinone COC=1C(C2=CC(=C(C=C2C(C1)=O)Cl)Cl)=O